7-(6-amino-4-methyl-3-(trifluoromethyl)pyridin-2-yl)-2-((hexahydro-1H-pyrrolizin-7a-yl)methoxy)-6-methyl-5,6,7,8-tetrahydroquinazolin NC1=CC(=C(C(=N1)C1C(CC=2C=NC(=NC2C1)OCC12CCCN2CCC1)C)C(F)(F)F)C